C(C)(=O)C1CCN(CC1)C(=O)OCC1=CC=CC=C1 benzyl 4-acetylpiperidine-1-carboxylate